C(C)OCC1=C(C=C(C=C1)C)N1/C(/SCC1=O)=N/C(=O)NC1=C(C=C(C=C1)C=1N=CN(C1)C1=CC=C(C=C1)S(=O)(=O)C(F)(F)F)F (Z)-1-(3-(2-(ethoxymethyl)-5-methylphenyl)-4-oxothiazolidin-2-ylidene)-3-(2-fluoro-4-(1-(4-((trifluoromethyl)sulfonyl)phenyl)-1H-imidazol-4-yl)phenyl)urea